C(C1=CC=CC=C1)O[C@H](COCCOC[C@H](C)N1N=CC(=C1)Br)C 1-[(1S)-2-[2-[(2S)-2-benzyloxypropoxy]ethoxy]-1-methyl-ethyl]-4-bromo-pyrazole